[N+](=O)([O-])C=1C=C2C(=CNC2=CC1)C=O 5-NITRO-1H-INDOLE-3-CARBALDEHYDE